5-(1-hydroxy-2-methylpropan-2-yl)benzene-1,3-diol OCC(C)(C)C=1C=C(C=C(C1)O)O